3-(2,6-dimethylpyridin-4-yl)-5-(1-methyl-1H-pyrazol-4-yl)thieno-[3,2-b]pyridine CC1=NC(=CC(=C1)C1=CSC=2C1=NC(=CC2)C=2C=NN(C2)C)C